(2S,4S)-4-((tert-Butyldimethylsilyl)oxy)pyrrolidine-1,2-dicarboxylic acid 1-(tert-butyl) 2-methyl ester COC(=O)[C@H]1N(C[C@H](C1)O[Si](C)(C)C(C)(C)C)C(=O)OC(C)(C)C